C(C)OC1(CC1)O[Si](C)(C)C (1-Ethoxycyclopropyloxy)trimethyl-silane